(S)-3-(4-cyclopropyl-2,5-dioxo-imidazolidin-4-yl)propionic acid C1(CC1)[C@@]1(NC(NC1=O)=O)CCC(=O)O